1-(2-iodophenyl)-(S)-1-methoxyhexyl-(S)-2-bicyclo[2.2.1]heptanylcarbamate IC1=C(C=CC=C1)[C@]12[C@H](CC(CC1)C2)N(C([O-])=O)C(CCCCC)OC